N1(CCCCC1)C([O-])=S 1-piperidincarbothioate